4-methyl-3-(methylsulfonyl)benzoyl chloride CC1=C(C=C(C(=O)Cl)C=C1)S(=O)(=O)C